(S)-3-((((9H-fluoren-9-yl)methoxy)carbonyl)(methyl)amino)-4-(tert-butoxy)-4-oxobutanoic Acid C1=CC=CC=2C3=CC=CC=C3C(C12)COC(=O)N([C@@H](CC(=O)O)C(=O)OC(C)(C)C)C